C(C1=CC=CC=C1)OC(C1=C(C=CC=C1)OC(C=C)=O)=O 2-(acryloyloxy)benzoic acid benzyl ester